ethyl (1-((2R,5S)-2-(((ethoxycarbonyl)oxy)methyl)-1,3-oxathiolan-5-yl)-5-fluoro-2-oxo-1,2-dihydropyrimidin-4-yl)carbamate C(C)OC(=O)OC[C@@H]1O[C@@H](CS1)N1C(N=C(C(=C1)F)NC(OCC)=O)=O